5-bromo-3-(difluoromethyl)-2-methyl-benzoic acid methyl ester COC(C1=C(C(=CC(=C1)Br)C(F)F)C)=O